N-methyl-N-(6-(6-methyl-1,2,4,5-tetrazin-3-yl)naphthalen-2-yl)glycine methyl ester COC(CN(C1=CC2=CC=C(C=C2C=C1)C=1N=NC(=NN1)C)C)=O